5-methyl-6-phenylpyrrolo[2,3-b]pyrazine-2-carboxylic acid CN1C(=CC=2C1=NC=C(N2)C(=O)O)C2=CC=CC=C2